(3R)-4-(6-(2,2-difluorocyclopropyl)-2-(1H-pyrrolo[2,3-b]pyridin-4-yl)pyrimidin-4-yl)-3-methylmorpholine FC1(C(C1)C1=CC(=NC(=N1)C1=C2C(=NC=C1)NC=C2)N2[C@@H](COCC2)C)F